6-[(2S)-2-aminopropyl]-2-chloro-7-methyl-N-[(1-methyl-1H-imidazol-2-yl)methyl]thieno[3,2-d]pyrimidin-4-amine N[C@H](CC1=C(C=2N=C(N=C(C2S1)NCC=1N(C=CN1)C)Cl)C)C